C(C=C)SCC(=O)C1=C(SC(=C1)Cl)S(=O)(=O)N 3-(2-(allylthio)acetyl)-5-chlorothiophene-2-sulfonamide